8-chloro-3-methoxy-1,5-naphthyridine ClC=1C=CN=C2C=C(C=NC12)OC